(3R)-1-tert-butoxycarbonyl-3-ethynyl-pyrrolidin-3-yl-4-[3-[2-(cyclopropoxy)-3-pyridyl]pyrazolo[1,5-a]pyrimidin-5-yl]piperazine-1-carboxylate C(C)(C)(C)OC(=O)N1C[C@@](CC1)(C#C)OC(=O)N1CCN(CC1)C1=NC=2N(C=C1)N=CC2C=2C(=NC=CC2)OC2CC2